C(CCCCC)C(C(=O)OCC(COC(C(CCCCCCCC)CCCCCC)=O)COC(CCCCCN1CC(C1)C(NCCO)=O)=O)CCCCCCCC 2-(((6-(3-((2-Hydroxyethyl)carbamoyl)azetidin-1-yl)hexanoyl)oxy)methyl)-propane-1,3-diyl bis(2-hexyldecanoate)